C(C=C)(=O)[C].[Fe].[Mn].[Co] cobalt-manganese-iron alloyl-carbon